(8-[{6-(trifluoromethyl)pyridin-3-yl}oxy]quinolin-5-yl)methylamine FC(C1=CC=C(C=N1)OC=1C=CC(=C2C=CC=NC12)CN)(F)F